(1r,3r)-3-(cyanoamino)-N-{5-[(1R,2S)-2-methylcyclohexyl]-1,3-thiazol-2-yl}cyclobutane-1-carboxamide C(#N)NC1CC(C1)C(=O)NC=1SC(=CN1)[C@H]1[C@H](CCCC1)C